[Li].[Mn] MANGANESE-LITHIUM